1-(4-(hydrazinocarbonyl)benzyl)-1-(4-hydroxybutyl)-3-(3'-methoxy-[1,1'-biphenyl]-4-yl)urea N(N)C(=O)C1=CC=C(CN(C(=O)NC2=CC=C(C=C2)C2=CC(=CC=C2)OC)CCCCO)C=C1